The molecule is an organic dilithium salt having 6-amino-2-[(hydrazinocarbonyl)amino]-1,3-dioxo-2,3-dihydro-1H-benzo[de]isoquinoline-5,8-disulfonate as the counterion. It has a role as a fluorochrome. It contains a lucifer yellow carbohydrazide dye(2-). [Li+].[Li+].C1=C(C=C2C3=C1C(=C(C=C3C(=O)N(C2=O)NC(=O)NN)S(=O)(=O)[O-])N)S(=O)(=O)[O-]